N1=C(N=C(N=C1S)S)S.[Na].[Na].[Na] trisodium 1,3,5-triazine-2,4,6-trithiol salt